(4-bromo-2-cyclopropoxyphenyl)methanol BrC1=CC(=C(C=C1)CO)OC1CC1